2-(2-methyl-4-(((5-oxo-4-(4-(trifluoromethyl)phenyl)-4,5-dihydro-1H-1,2,4-triazole-1-yl)methyl)thio)phenoxy)acetic acid CC1=C(OCC(=O)O)C=CC(=C1)SCN1N=CN(C1=O)C1=CC=C(C=C1)C(F)(F)F